2-(5-chlorobenzofuran-2-yl)-2,2-difluoro-N-((1r,2r)-1-hydroxy-3-(pyrrolidin-1-yl)-1-(4-(trifluoromethoxy)phenyl)propan-2-yl)acetamide ClC=1C=CC2=C(C=C(O2)C(C(=O)N[C@@H]([C@@H](C2=CC=C(C=C2)OC(F)(F)F)O)CN2CCCC2)(F)F)C1